S1C=C(C=C1)C1=CC2=C(C(CCO2)=O)C=C1 7-(thiophen-3-yl)-3,4-dihydro-2H-1-benzopyran-4-one